(S)-1-[2-(6-Cyanobenzo[d]isoxazol-3-yl)phenyl]-2-[6-(2-hydroxyethoxy)pyridine-2-yl]ethan-1-amine hydrochloride Cl.C(#N)C1=CC2=C(C(=NO2)C2=C(C=CC=C2)[C@H](CC2=NC(=CC=C2)OCCO)N)C=C1